C1(CCCCC1)N1C(SCCC1)=N 3-cyclohexyl-1,3-thiazinan-2-imine